CC[C@H](C)/C=C(\\C)/C=C/C1=CC2=C(C(=O)[C@@]3(C(=C(C(=O)O3)C(=O)C)C2=CO1)C)Cl The molecule is an azaphilone that is 6,6a-dihydro-8H-furo[2,3-h]isochromen-6,8(6aH)-dione substituted by an acetyl group at position 9, a chloro group a position 5, a 3,5-dimethylhepta-1,3-dien-1-yl group at position 3 and a methyl group at position 6a. Isolated from Chaetomium cupreum, it exhibits antifungal activity. It has a role as an antifungal agent and a Chaetomium metabolite. It is a gamma-lactone, an azaphilone, an enone, a methyl ketone, an organic heterotricyclic compound and an organochlorine compound.